2-(cyclopentyloxy)-5-fluorobenzonitrile C1(CCCC1)OC1=C(C#N)C=C(C=C1)F